BrC1=CC(=C(C(=C1)[N+](=O)[O-])/C=C/N(C)C)F (E)-2-(4-bromo-2-fluoro-6-nitrophenyl)-N,N-dimethylethen-1-amine